C(C(C)(C)C)(=O)OCC(=O)[C@@H]1CN(C(CO1)=O)CC1=CC=C(C=C1)OC (S)-2-(4-(4-methoxybenzyl)-5-oxomorpholin-2-yl)-2-oxoethyl pivalate